S1C(=NC=C1)C[C@H](N)C(=O)O β-(2-thiazolyl)-alanine